ClC1=C(C(=CC=C1Cl)F)C1(CN(CC1)C(=O)OC(C)(C)C)N(C1=CC=C2C3(C(NC2=C1)=O)CC3)C tert-butyl 3-(2,3-dichloro-6-fluorophenyl)-3-(r-methyl-2'-oxospiro[cyclopropane-1,3'-indolin]-6'-ylamino)-1-pyrrolidinecarboxylate